C(C1=CC=CC=C1)OC1=CC=C2C=C(NC2=C1)C 6-(benzyloxy)-2-methylindole